OC1CC(N(C(C1)(C)C)CCO)(C)C 4-hydroxy-2,2,6,6-tetramethyl-1-piperidine-ethanol